C1(CC1)NC(=O)C1C(COC1)NC(=O)C1(CC(=NO1)C1=CC(=CC(=C1)F)F)C N-[4-(cyclopropylcarbamoyl)tetrahydrofuran-3-yl]-3-(3,5-difluorophenyl)-5-methyl-4H-isoxazole-5-carboxamide